N5,N6-bis(2-fluoro-4-(trifluoromethyl)phenyl)-2-(trifluoromethyl)-1H-imidazo[4,5-b]pyrazine-5,6-diamine FC1=C(C=CC(=C1)C(F)(F)F)NC=1N=C2C(=NC1NC1=C(C=C(C=C1)C(F)(F)F)F)NC(=N2)C(F)(F)F